COC1=C(C=C(C=C1)OC(F)(F)F)N(C1C(NCCC1)C1=CC=CC=C1)C 3-[[2-methoxy-5-(trifluoromethoxy)phenyl]-methylamino]-2-phenylpiperidine